C(\C=C\C1=CC(O)=C(O)C=C1)(=O)NCCC1=CC=C(C=C1)O CAFFEOYLTYRAMINE